OCCCOC1CC(NC(C1)(C)C)(C)C 4-(3-hydroxypropoxy)-2,2,6,6-tetramethylpiperidine